[Na].[Na].ClNCC=1C=C(C=CC1)CN.ClNCC=1C=C(C=CC1)CN bis(chloro-m-xylylenediamine) disodium salt